S1C(=NC=C1)[C@@](C)(C#C)O (R)-2-Thiazol-2-ylbut-3-yn-2-ol